methyl 2-[3-[[2-(4-methylpiperazin-1-yl)pteridin-4-yl]amino]phenyl]cyclopropanecarboxylate CN1CCN(CC1)C1=NC2=NC=CN=C2C(=N1)NC=1C=C(C=CC1)C1C(C1)C(=O)OC